BrC1=CC2=C(S1)C=1SC(=CC1C1(OCCO1)C21OCCO1)Br 2',7'-dibromodispiro[[1,3]dioxolane-2,4'-benzo[2,1-b:3,4-b']dithiophene-5',2''-[1,3]dioxolane]